C(C)(C)(C)OC(=O)N1C[C@@H](C[C@H]1CO)N1CCN(CC1)C(=O)OCC1=CC=CC=C1 benzyl 4-[(3R,5S)-1-tert-butoxycarbonyl-5-(hydroxymethyl)pyrrolidin-3-yl]piperazine-1-carboxylate